O=C1N(CC2=CC(=CC=C12)OC1C(CCC1)N1CC(C1)C1=NC2=CC=CC=C2N=C1)C1C(NC(CC1)=O)=O 3-(1-oxo-5-((2-(3-(quinoxalin-2-yl)azetidin-1-yl)cyclopentyl)oxy)isoindolin-2-yl)piperidine-2,6-dione